C(CC=C)N1N=C(C=2C1=NC(=NC2)NC2=CC=CC=C2)NC2=C(C=CC=C2C)C 1-(but-3-enyl)-N3-(2,6-dimethylphenyl)-N6-phenyl-1H-pyrazolo[3,4-d]pyrimidine-3,6-diamine